(2R,3S)-2-(3-(6-fluoro-5-methoxy-1H-benzo[d]imidazol-1-yl)propyl)piperidin-3-ol FC=1C(=CC2=C(N(C=N2)CCC[C@H]2NCCC[C@@H]2O)C1)OC